methyl 5-(aminomethyl)-2-chlorobenzoate hydrochloride Cl.NCC=1C=CC(=C(C(=O)OC)C1)Cl